COC(C1=C(C=C(C=C1)F)Cl)=O 2-chloro-4-Fluorobenzoic acid methyl ester